tert-butyl 4-(((3R,4R)-3-(4-(tert-butoxycarbonyl) phenyl) piperidin-4-yl) methyl)-5,7-dimethyl-1H-indole-1-carboxylate C(C)(C)(C)OC(=O)C1=CC=C(C=C1)[C@@H]1CNCC[C@H]1CC1=C2C=CN(C2=C(C=C1C)C)C(=O)OC(C)(C)C